(E)-5-((3,5-dibromo-2,4-dihydroxybenzylidene)amino)-N-(1-methylpiperidin-4-yl)-1H-benzo[d]imidazole-2-carboxamide BrC=1C(=C(\C=N\C2=CC3=C(NC(=N3)C(=O)NC3CCN(CC3)C)C=C2)C=C(C1O)Br)O